C(#C)C=1C=NC=C(C(=O)NC2=CC(=C(C=C2)CN2CCN(CC2)C)C(F)(F)F)C1 5-ethynyl-N-(4-((4-methylpiperazin-1-yl)methyl)-3-(trifluoromethyl)phenyl)nicotinamide